[N+](=O)(O)[O-].NC(=N)NNC(=N)N biguanidine nitrate